P(=O)(O)(OP(=O)(O)O)O[C@@H]([C@H]([C@@H]([C@H](C=O)O)O)O)CO 5-Diphosphoglucose